naphthalenamide C1(=CC=CC2=CC=CC=C12)C(=O)N